[Cl-].C[N+](NC(C=C)=O)(CC1=CC=CC=C1)C N,N-dimethyl-N-benzyl-N-acrylamidoammonium chloride